3-(1-bromoethyl)piperidine-1-carboxylic acid tert-butyl ester C(C)(C)(C)OC(=O)N1CC(CCC1)C(C)Br